6-(6-ethynyl-4-methylpyridin-3-yl)-5-(3-fluoro-4-((4-methylpyrimidin-2-yl)oxy)phenyl)-4,7-dimethyl-7H-pyrrolo[2,3-d]pyrimidine C(#C)C1=CC(=C(C=N1)C1=C(C2=C(N=CN=C2C)N1C)C1=CC(=C(C=C1)OC1=NC=CC(=N1)C)F)C